C(C)(=O)N1CC=2N(C=3C(=C(C=C(C3C2C=2C=NNC2)NC(CO)=O)Cl)Cl)CC1 N-(2-acetyl-6,7-dichloro-10-(1H-pyrazol-4-yl)-1,2,3,4-tetrahydropyrazino[1,2-a]indol-9-yl)-2-hydroxyacetamide